BrC1=C2CCN([C@@H](C2=C(C=C1)OCC1=NOC(=N1)C(C)C)CN1C(CCC1)=O)C(=O)[C@H]1[C@H](CCCC1)C(=O)NC (1S,2R)-2-((S)-5-bromo-8-((5-isopropyl-1,2,4-oxadiazol-3-yl)methoxy)-1-((2-oxopyrrolidin-1-yl)methyl)-1,2,3,4-tetrahydroisoquinoline-2-carbonyl)-N-methylcyclohexane-1-carboxamide